OC[C@H]([C@H](CC)C)NC(C1=CC(=CC(=C1)OC)OC)=O N-((2S,3S)-1-hydroxy-3-methylpentan-2-yl)-3,5-dimethoxybenzamide